Cl.CN([C@H](CN)C1=CSC=C1)C (S)-N1,N1-dimethyl-1-(thiophen-3-yl)ethane-1,2-diamine hydrochloride